FC=1C=C(N2N=C(N=CC21)N[C@H]2[C@@H](COCC2)O)C2=NC=CC=C2C (3S,4R)-4-((5-fluoro-7-(3-methylpyridin-2-yl)pyrrolo[2,1-f][1,2,4]triazin-2-yl)amino)tetrahydro-2H-pyran-3-ol